C(C)(C)(C)OC(=O)N1CCN(CC1)C=1C=NC(=C(C1)OC)CCl 4-(6-(chloromethyl)-5-methoxypyridin-3-yl)piperazine-1-carboxylic acid tert-butyl ester